C(C)(C)(C)OC(NC=1N=CSC1Br)=O N-(5-bromothiazol-4-yl)carbamic acid tert-butyl ester